diethyl-1,13-tridecanedioic acid C(C)C(CCCCCC(=O)O)(CCCCCC(=O)O)CC